(R)-N-(1-(cyanomethyl)-4-cyclobutyl-5-(4-fluorophenyl)-1H-pyrazol-3-yl)-2-(2,2,3,3-tetrafluorocyclobutyl)acetamide C(#N)CN1N=C(C(=C1C1=CC=C(C=C1)F)C1CCC1)NC(C[C@H]1C(C(C1)(F)F)(F)F)=O